trans-1,2-diaminomethylcyclobutane hydrochloride Cl.NC[C@H]1[C@@H](CC1)CN